(1S,2R)-N-(5-(2-fluoro-6-methylphenyl)benzo[d]thiazol-2-yl)-2-(hydroxymethyl)cyclopropane-1-carboxamide FC1=C(C(=CC=C1)C)C=1C=CC2=C(N=C(S2)NC(=O)[C@@H]2[C@@H](C2)CO)C1